N-(tert-butyl)-2-butyl-7-(1-methylpiperidin-4-yl)-1H-imidazo[4,5-d]thieno[3,2-b]pyridine-4-amine C(C)(C)(C)NC1=C2C(=C3C(=N1)C=C(S3)C3CCN(CC3)C)NC(=N2)CCCC